N1=C(C)C(O)=C(C=O)C(CO)=C1.P(=O)(O)(O)O phosphate-Pyridoxal